ClC1=NN=C2N1C1=CC=CC=C1C(=N2)N(C)C=2C=C(C=CC2)C2=CC=C(C=C2)C2CC2 chloro-N-(4'-cyclopropyl-[1,1'-biphenyl]-3-yl)-N-methyl-[1,2,4]triazolo[4,3-a]quinazolin-5-amine